2,5-dimethyl-2,5-di(t-amylperoxy)-hexane CC(C)(CCC(C)(OOC(C)(C)CC)C)OOC(C)(C)CC